3-Amino-adamantane-1-carboxylic acid NC12CC3(CC(CC(C1)C3)C2)C(=O)O